NC1=NC=CC(=C1N)C=1C=NN(C1)C1=CC=C(C=N1)C(C(F)(F)F)(O)C1CC1 1-(6-(4-(2,3-diaminopyridin-4-yl)-1H-pyrazol-1-yl)pyridin-3-yl)-1-cyclopropyl-2,2,2-trifluoroethanol